methyl 6-[3-[(2S)-2-[(tert-butoxycarbonyl)amino]-4-carbamoylbutanamido]-2-methylphenyl]hexanoate C(C)(C)(C)OC(=O)N[C@H](C(=O)NC=1C(=C(C=CC1)CCCCCC(=O)OC)C)CCC(N)=O